ethyl 2-fluoro-6-(4-(hydroxymethyl)-1H-1,2,3-triazol-1-yl)-3-methoxybenzoate FC1=C(C(=O)OCC)C(=CC=C1OC)N1N=NC(=C1)CO